O[C@H]1[C@@H](O[C@@H]([C@H]1O)N1C(N=C(C=C1)NO)=O)CC(C(=O)O)(C)C ((2S,3R,4S,5S)-3,4-dihydroxy-5-(4-(hydroxyamino)-2-oxopyrimidin-1(2H)-yl)tetrahydrofuran-2-yl)methyl-isobutyric acid